1H-imidazo[4,5-c]Pyridazine N1N=CC=C2C1=NC=N2